anti-tartaric acid C(C(O)C(O)C(=O)O)(=O)O